oxygen dinitrate [N+](=O)([O-])[O-].[N+](=O)([O-])[O-].[O+2]